3-(dibromomethyl)pyridine-2,6-dicarboxylic acid dimethyl ester COC(=O)C1=NC(=CC=C1C(Br)Br)C(=O)OC